C1C(CC12CNCC2)N2[C@@H](COC1=CC(=NC(NS(C=3C=CC=C(C2=O)C3)(=O)=O)=N1)C1=C(C=CC=C1C)C)CC(C)C (11R)-12-(6-azaspiro[3.4]octan-2-yl)-6-(2,6-dimethylphenyl)-11-isobutyl-2,2-dioxo-9-oxa-2λ6-thia-3,5,12,19-tetrazatricyclo[12.3.1.14,8]nonadeca-1(18),4(19),5,7,14,16-hexaen-13-one